C(C)(C)(C)OC(=O)N1CCC(CC1)CCC(C(C(=O)OCC)=[N+]=[N-])=O.ClC1=CC=C(C(=N1)N1N=C(C=C1)C(F)(F)F)C(C)=O 1-[6-chloro-2-[3-(trifluoromethyl)pyrazol-1-yl]-3-pyridinyl]ethanone tert-butyl-4-(4-diazo-5-ethoxy-3,5-dioxopentyl)piperidine-1-carboxylate